1-bromo-2,4-dinitrobenzene BrC1=C(C=C(C=C1)[N+](=O)[O-])[N+](=O)[O-]